1,3-diphenylprop-2-yn-1-one-O-methyl oxime CON=C(C#CC1=CC=CC=C1)C1=CC=CC=C1